[4-(((3R,6S)-6-(hydroxymethyl)tetrahydro-2H-pyran-3-yl)amino)-7H-pyrrolo[2,3-d]pyrimidin-5-yl]methanone OC[C@@H]1CC[C@H](CO1)NC=1C2=C(N=CN1)NC=C2C=O